COCCOC=1C=NC(=NC1)N1CCNCC1 5-[(2-methoxyethyl)oxy]-2-(piperazin-1-yl)pyrimidine